OC[C@H]1CN(CCC1)C(=O)OC(C)(C)C tert-butyl (3R)-3-hydroxymethyl-piperidine-1-carboxylate